CN1N=CC(=C(C1=O)C)N[C@@H]1C[C@@H](CN(C1)C)C1=CC=C(C(=O)O)C=C1 4-((3R,5R)-5-((1,5-dimethyl-6-oxo-1,6-dihydropyridazin-4-yl)amino)-1-methylpiperidin-3-yl)benzoic acid